C(C)(C)(C)OC(=O)N1C[C@@H]([C@@H](CC1)NC1=C(C=C(C=C1)F)C)C (3S,4R)-4-(4-fluoro-2-methyl-anilino)-3-methyl-piperidine-1-carboxylic acid tert-butyl ester